C1(=CC(=CC=C1)C1=NNC(=C1)C1CN(CC1C)C#N)C1=CC=CC=C1 21Trans-3-(3-([1,1'-biphenyl]-3-yl)-1H-pyrazol-5-yl)-4-methylpyrrolidine-1-carbonitrile